4-(4-(benzo[d]thiazol-5-ylamino)quinolin-6-yl)-3-fluoro-N-methyl-N-((tetrahydro-2H-pyran-4-yl)methyl)benzamide S1C=NC2=C1C=CC(=C2)NC2=CC=NC1=CC=C(C=C21)C2=C(C=C(C(=O)N(CC1CCOCC1)C)C=C2)F